3-(1-methyl-1H-pyrazol-4-yl)cyclopropane-1-carboxamide CN1N=CC(=C1)C1CC1C(=O)N